(R)-3-(4-((2,5-dioxopyrrolidin-1-yl)oxy)-4-oxobutanamido)propane-1,2-diyl ditetradecanoate C(CCCCCCCCCCCCC)(=O)OC[C@@H](CNC(CCC(=O)ON1C(CCC1=O)=O)=O)OC(CCCCCCCCCCCCC)=O